ethyl (S)-3-(3-(4-hydroxy-1-methyl-2-oxo-1,2-dihydropyridin-3-yl)ureido)-3-(3-phenoxy phenyl)propanoate OC1=C(C(N(C=C1)C)=O)NC(N[C@@H](CC(=O)OCC)C1=CC(=CC=C1)OC1=CC=CC=C1)=O